2-Benzyloxycarbonylamino-3-{[(R)-1-(3-piperidin-4-yl-propionyl)-piperidine-3-carbonyl]-amino}-propionic acid C(C1=CC=CC=C1)OC(=O)NC(C(=O)O)CNC(=O)[C@H]1CN(CCC1)C(CCC1CCNCC1)=O